ClC1=CC(=C(C=C1F)[C@H](NC(=O)[C@@H]1N([C@@H]2C[C@@H]2C1)C(=O)C1=CC(=NC=C1)C(C)C)C1COC1)F (1R,3R,5R)-N-((R)-(4-chloro-2,5-difluorophenyl)(3-oxetanyl)methyl)-2-((2-(2-propyl)-4-pyridinyl)carbonyl)-2-azabicyclo[3.1.0]hexane-3-carboxamide